6-Thioxanthine N1C(=O)NC=2N=CNC2C1=S